ClC1=CC=C(S1)C1=C(C(=NN1C)NC(CC1CC(C1)(F)F)=O)C1CCC1 N-(5-(5-chlorothiophen-2-yl)-4-cyclobutyl-1-methyl-1H-pyrazol-3-yl)-2-(3,3-difluorocyclobutyl)acetamide